3-(3-chlorophenoxy)cinnoline-4-carboxamide ClC=1C=C(OC=2N=NC3=CC=CC=C3C2C(=O)N)C=CC1